FC1(C(C1)CN1N=C(C2=CC=C(C=C12)C(C)(C)O)NC=1C(=NN(C1)C)COC)F 2-(1-[(2,2-difluorocyclopropyl)methyl]-3-{[3-(methoxymethyl)-1-methyl-1H-pyrazol-4-yl]amino}-1H-indazol-6-yl)propan-2-ol